3-(4-Bromophenyl)-1-cyclopentyl-5-(methyleneamino)pyrazole-4-carbonitrile BrC1=CC=C(C=C1)C1=NN(C(=C1C#N)N=C)C1CCCC1